ClC1=CC=C(C(=O)NC2=CC=C(C=C2)[C@@H]2CNCCC2)C=C1 4-Chloro-N-((R)-4-piperidin-3-yl-phenyl)-benzamide